(S)-3-(4-cyano-1H-pyrazol-1-yl)pyrrolidine-1-carboxylic acid tert-butyl ester C(C)(C)(C)OC(=O)N1C[C@H](CC1)N1N=CC(=C1)C#N